C(C)C1(CC2C(N(OC2(C)C)C)C(C1)C)C 5-Ethyl-1,3,3,5,7-pentamethyloctahydrobenzo[c]isoxazol